1,1,1,3,3,3-hexafluoropropan-2-yl 1-((1-ethyl-1,2,3,4-tetrahydroquinolin-8-yl) methyl)-1,8-diazaspiro[4.5]decane-8-carboxylate C(C)N1CCCC2=CC=CC(=C12)CN1CCCC12CCN(CC2)C(=O)OC(C(F)(F)F)C(F)(F)F